CN(CCCOC1=NC=CC=C1B(O)O)C 3-(dimethylamino)propoxy-3-pyridinylboronic acid